[1,10-phenanthroline] iridium hexafluorophosphate F[P-](F)(F)(F)(F)F.[Ir+3].N1=CC=CC2=CC=C3C=CC=NC3=C12.F[P-](F)(F)(F)(F)F.F[P-](F)(F)(F)(F)F